4-(diisopentylphosphino)aniline C(CC(C)C)P(C1=CC=C(N)C=C1)CCC(C)C